1-(3-acetylphenyl)-3-(3-(2-methoxyethyl)-4-oxo-3,4-dihydroquinazolin-6-yl)urea C(C)(=O)C=1C=C(C=CC1)NC(=O)NC=1C=C2C(N(C=NC2=CC1)CCOC)=O